ClC1=CC=C(COC2=NC=C(C(=N2)OCC[Si](C)(C)C)C#C[Si](C)(C)C)C=C1 ((4-chlorobenzyl)oxy)-4-(2-(trimethylsilyl)ethoxy)-5-((trimethylsilyl)ethynyl)pyrimidine